tert-butyl 4-(1-{[(2-{[2-(2,6-dioxopiperidin-3-yl)-1,3-dioxoisoindol-4-yl]amino}ethyl)carbamoyl]methyl}piperidin-4-yl)benzoate O=C1NC(CCC1N1C(C2=CC=CC(=C2C1=O)NCCNC(=O)CN1CCC(CC1)C1=CC=C(C(=O)OC(C)(C)C)C=C1)=O)=O